N(=[N+]=[N-])C(COC(CC1=CC=CC=C1)=O)C=C.ClC1=NC(=NC(=C1)O[C@@H](C)[C@H]1N(C[C@@H](C1)F)C)C1=NOC(=N1)C(C)(C)C1=C(C=CC=C1F)F 4-chloro-2-{5-[2-(2,6-difluorophenyl)propan-2-yl]-1,2,4-oxadiazol-3-yl}-6-[(1S)-1-[(2S,4r)-4-fluoro-1-methylpyrrolidin-2-yl]ethoxy]pyrimidine 2-azidobut-3-en-1-yl-2-phenylacetate